1-(2-(dimethylamino)ethyl)-1H-pyrazol-4-amine CN(CCN1N=CC(=C1)N)C